5-(2,4-difluoro-phenyl)-[1,3,4]thiadiazole FC1=C(C=CC(=C1)F)C1=NN=CS1